4-(13-methylbenzo[c]pyrazino[2,3-g]pyrazolo[1,5-a][1,5]naphthyridin-2-yl)phenol CC=1C2=C(N=C3C4=C(C=5N(C13)N=C(C5)C5=CC=C(C=C5)O)C=CC=C4)N=CC=N2